Tert-Butyl N-[6-(4-amino-4-methylpiperidin-1-yl)-5-(aminomethyl)-3-(2,3-dichlorophenyl) pyrazin-2-yl]carbamate NC1(CCN(CC1)C1=C(N=C(C(=N1)NC(OC(C)(C)C)=O)C1=C(C(=CC=C1)Cl)Cl)CN)C